N,N'-di-2-naphthyl-1,4-phenylenediamine C1=CC=C2C=C(C=CC2=C1)NC3=CC=C(C=C3)NC4=CC5=CC=CC=C5C=C4